CN1C(=CC2=CC=CC=C12)N(C1=CC=C(C=C1)C)C=1N(C2=CC=CC=C2C1)C N,N-bis(1-methyl-2-indolyl)-4-methylaniline